(1S,2R)-5-((2-methyl-[1,1'-biphenyl]-3-yl)methoxy)-1-((2-(methylsulfonyl)ethyl)amino)-2,3-dihydro-1H-inden-2-ol CC1=C(C=CC=C1COC=1C=C2C[C@H]([C@H](C2=CC1)NCCS(=O)(=O)C)O)C1=CC=CC=C1